chloro-N-(4'-cyclopropyl-5-fluoro-[1,1'-biphenyl]-3-yl)-N-methyl-[1,2,4]triazolo[4,3-a]quinazolin-5-amine ClC1=NN=C2N1C1=CC=CC=C1C(=N2)N(C)C=2C=C(C=C(C2)F)C2=CC=C(C=C2)C2CC2